NC=1C(=NC(=CN1)C1=CC(=C2C3(CN(CC2=C1)C)CCC3)C)N3N=CC(=C3)C(=O)N(C)C (3-amino-6-(2',5'-dimethyl-2',3'-dihydro-1'H-spiro[cyclobutane-1,4'-isoquinolin]-7'-yl)pyrazin-2-yl)-N,N-dimethyl-1H-pyrazole-4-carboxamide